C(C)(C)(C)OC(=O)N1C(=C(C2=CC(=CC=C12)C1CCN(CC1)C(=O)OC(C)(C)C)CCO)C1=C(C(=NC(=C1)C)C)O 5-(1-(tert-Butoxycarbonyl)piperidin-4-yl)-2-(3-hydroxy-2,6-dimethylpyridin-4-yl)-3-(2-hydroxyethyl)-1H-indole-1-carboxylic acid tert-butyl ester